N-(1-(cyclopentylmethyl)-1H-pyrazolo[3,4-b]pyridin-5-yl)acrylamide C1(CCCC1)CN1N=CC=2C1=NC=C(C2)NC(C=C)=O